2-(4-nitrophenyl)-1,3-dithiolane [N+](=O)([O-])C1=CC=C(C=C1)C1SCCS1